(3S,4S)-1-Cyclopropylmethyl-4-{[5-(2,4-difluoro-phenyl)-isoxazole-3-carbonyl]-amino}-piperidine-3-carboxylic acid (1-pyridin-2-yl-cyclopropyl)-amide N1=C(C=CC=C1)C1(CC1)NC(=O)[C@H]1CN(CC[C@@H]1NC(=O)C1=NOC(=C1)C1=C(C=C(C=C1)F)F)CC1CC1